FCC(=O)N[C@H](C(=O)O)[C@H](CC)C (2S,3S)-2-(2-Fluoro-acetylamino)-3-methyl-pentanoic acid